4-cyano-4-(ethylthiocarbonyl)thiolpentanoic acid C(#N)C1(C=C(SC1)CCCCC(=O)O)C(=S)CC